6-(2-Hydroxypropan-2-yl)-N'-((3-oxo-1,2,3,5,6,7-hexahydro-s-indacen-4-yl)carbamoyl)pyridine-3-sulfonimidamide OC(C)(C)C1=CC=C(C=N1)S(=O)(N)=NC(NC1=C2C(CCC2=CC=2CCCC12)=O)=O